Sodium sulfate salt S(=O)(=O)([O-])[O-].[Na+].[Na+]